(1S,9S)-9-ethyl-5-fluoro-1,9-dihydroxy-1-(2-hydroxyethyl)-4-methyl-1,2,3,9,12,15-hexahydro-10H,13H-benzo[de]pyrano[3',4':6,7]indolizino[1,2-b]quinoline-10,13-dione C(C)[C@]1(C(OCC=2C(N3CC=4C(=NC=5C=C(C(=C6C5C4[C@](CC6)(CCO)O)C)F)C3=CC21)=O)=O)O